ClC1=C(OCC=2C=C(C=CC2)CC2CCN(CC2)CC2=NC3=C(N2CC2=CN=CN2CC)C=C(C=C3)C(=O)O)C=CC(=C1)Cl 2-{[4-({3-[(2,4-dichlorophenoxy)methyl]phenyl}methyl)piperidin-1-yl]methyl}-1-[(1-ethyl-1H-imidazol-5-yl)methyl]-1H-1,3-benzodiazole-6-carboxylic acid